4-isopropyl-1-methyl-2-[(2-methylbenzyl)oxy]-7-oxabicyclo[2.2.1]Heptane C(C)(C)C12CC(C(CC1)(O2)C)OCC2=C(C=CC=C2)C